NC1CCN(CC1)C1=C(C(=C(C(=N1)SC(C(=O)N)C1=CC=C(C=C1)F)C#N)CC)C#N 2-((6-(4-aminopiperidin-1-yl)-3,5-dicyano-4-ethylpyridin-2-yl)sulfanyl)-2-(4-fluorophenyl)acetamide